FC1=CC=C(C=C1)C=1C(C(=NN(C1)C1CCOCC1)C(=O)O)=O 5-(4-fluorophenyl)-4-oxo-1-(tetrahydro-2H-pyran-4-yl)-1,4-dihydropyridazine-3-carboxylic acid